BrCCC(=O)OC(CCCCC(=O)[O-])C 6-((3-bromopropionyl) oxy)-heptanoate